2-chloro-N-(4-methoxy-3-(trifluoromethoxy)phenyl)acetamide methyl-4-[4-(3-aminopropanamido)-1-methylimidazole-2-amido]-1-methylpyrrole-2-carboxylate hydrochloride Cl.COC(=O)C=1N(C=C(C1)NC(=O)C=1N(C=C(N1)NC(CCN)=O)C)C.ClCC(=O)NC1=CC(=C(C=C1)OC)OC(F)(F)F